BrC1=CC=C(OC2=C(C=CC=C2)O)C=C1 2-(4-bromophenoxy)phenol